tert-butyl 2-((1r,3r)-1-fluoro-3-((7-(5-methyl-1,2,4-oxadiazol-3-yl) isoquinolin-1-yl) amino) cyclobutane-1-carboxamido)-4-methylthiazole-5-carboxylate FC1(CC(C1)NC1=NC=CC2=CC=C(C=C12)C1=NOC(=N1)C)C(=O)NC=1SC(=C(N1)C)C(=O)OC(C)(C)C